BrC=1C(=CC(=C(C1)N1CCN(CC1)C(=O)OC(C)(C)C)F)F tert-butyl 4-(5-bromo-2,4-difluorophenyl)piperazine-1-carboxylate